NCCC[Si](O[Si](C)(C)CCCN)(C)C 1,3-bis-(3-aminopropyl)-1,1,3,3-tetramethyldisiloxane